O=C(CNC(=O)C1=NNC(=C1)C1=CC=CC=C1)N1CC(C1)OC1=CC(=CC=C1)C(F)(F)F 5-Phenyl-1H-pyrazole-3-carboxylic acid {2-oxo-2-[3-(3-trifluoromethyl-phenoxy)-azetidin-1-yl]-ethyl}-amide